5-(6-chloro-5-isopentylpyridazin-3-yl)pyrimidine-2,4(1H,3H)-dione ClC1=C(C=C(N=N1)C=1C(NC(NC1)=O)=O)CCC(C)C